FC(CC(C(=O)OCC1=CC=CC=C1)=C)F benzyl 4,4-difluoro-2-methylen-butyrate